C1(CC1)CCC(C1=CC=CC=C1)(N[S@](=O)C(C)(C)C)C=1C=CC(=C(C1)NC(=O)[C@@H]1N(C[C@@H](C1)OC)C(=O)OCC1=CC=CC=C1)F benzyl (2R,4R)-2-(5-(3-cyclopropyl-1-((R)-1,1-dimethylethylsulfinamido)-1-phenylpropyl)-2-fluorophenylcarbamoyl)-4-methoxypyrrolidine-1-carboxylate